C(CCCCCCCCCCCCCCCC=C)=O 17-octadecenal